4-[[1-[2-[(1R)-1-(2,2-difluoro-1,3-benzodioxol-5-yl)ethoxy]-4-pyridinyl]-3-(trifluoromethyl)-4,5,6,7-tetrahydroindazol-7-yl]oxy]benzoic acid FC1(OC2=C(O1)C=CC(=C2)[C@@H](C)OC2=NC=CC(=C2)N2N=C(C=1CCCC(C21)OC2=CC=C(C(=O)O)C=C2)C(F)(F)F)F